C(C)OP(=O)(OCC)C1=CC=C(O1)C1=C(OCCO)C=CC(=C1)B1OC(C(O1)(C)C)(C)C 2-[2-(5-diethoxyphosphoryl-2-furyl)-4-(4,4,5,5-tetramethyl-1,3,2-dioxaborolan-2-yl)phenoxy]ethanol